BrCCOCCOCCC1(C(C(=O)N)C=CC=C1)NC1=C(C(=CC=C1)Cl)C 2-(2-(2-(2-bromoethoxy)ethoxy)ethyl)-2-((3-chloro-2-methylphenyl)amino)benzamide